COCC(=O)N1CC2=C(C=C(C=C2CC1)C=1C=C2C(=NC1)NC=C2C)[C@H]2N(CCC2)C(=O)OC(C)(C)C tert-butyl (S)-2-(2-2-methoxyacetyl-6-(3-methyl-1H-pyrrolo[2,3-b]pyridin-5-yl)-1,2,3,4-tetrahydroisoquinolin-8-yl)pyrrolidine-1-carboxylate